OC(C(=O)C1=CC=CC=C1)(C)C Hydroxy-2-methyl-1-phenyl-propan-1-one